5-(5-((1R)-1-(2,5-difluorophenyl)-2-azabicyclo[3.1.0]Hexane-2-yl)pyrazolo[1,5-a]Pyrimidin-3-yl)-1,3,4-thiadiazole FC1=C(C=C(C=C1)F)[C@@]12N(CCC2C1)C1=NC=2N(C=C1)N=CC2C2=NN=CS2